C1(=C(C=CC=C1)[Fe+])C(C)C cumenyl-iron (1+)